[C@H]12C(C[C@H](CC1)O2)NC=2N=NC(=C1C2C=NC=C1)C1=C(C=C(C=C1)Cl)O 2-(4-(((1R,4S)-7-oxabicyclo[2.2.1]heptan-2-yl)amino)pyrido[3,4-d]pyridazin-1-yl)-5-chlorophenol